N-(7-(3-(4-cyclopropylpiperazin-1-yl)propoxy)-4-((2',6'-difluoro-[1,1'-biphenyl]-3-yl)amino)quinazolin-6-yl)acrylamide C1(CC1)N1CCN(CC1)CCCOC1=C(C=C2C(=NC=NC2=C1)NC=1C=C(C=CC1)C1=C(C=CC=C1F)F)NC(C=C)=O